CC1(OC=2C=C(C=C(C2[C@H]2[C@H]1CC=C(C2)C)O)CCCC(C)C)C (6Ar,10aR)-6,6,9-trimethyl-3-(4-methylpentyl)-6a,7,10,10a-tetrahydrobenzo[c]chromen-1-ol